diethyl 3-[3-[2-[2-[2-[2-[4-(4-methoxyphenyl)butanoylamino]ethoxy]ethoxy]ethoxy]ethoxy]propanoylamino]pentanedioate COC1=CC=C(C=C1)CCCC(=O)NCCOCCOCCOCCOCCC(=O)NC(CC(=O)OCC)CC(=O)OCC